FC1=C(C=CC=C1)C(N)C1CNC2=C(N1)N=CC=C2 (2-fluorophenyl)-[1,2,3,4-tetrahydropyrido[2,3-b]pyrazin-3-yl]methanamine